C(C)(C)(C)N1C(N(CC1)C1=CC=CC(=N1)NC=1C=2N(N=C(C1)N[C@H]1[C@@H](CCCC1)O)C(=CN2)C#N)=O 8-{[6-(3-tert-Butyl-2-oxoimidazolidin-1-yl)pyridin-2-yl]amino}-6-{[(1R,2R)-2-hydroxycyclohexyl]amino}imidazo[1,2-b]pyridazin-3-carbonitril